(S)-1-cyano-N-(1-(pyridin-2-ylmethyl)-1H-imidazol-4-yl)pyrrolidine-3-carboxamide C(#N)N1C[C@H](CC1)C(=O)NC=1N=CN(C1)CC1=NC=CC=C1